methylsulfanyl-pyrazine-2-carboxylate CSC=1C(=NC=CN1)C(=O)[O-]